2-(2-Aminopyridin-4-yl)-N-(6-(3,5-dimethylisoxazol-4-yl)-2,2-dimethyl-2,3-dihydrobenzofuran-5-yl)oxazole-4-carboxamide NC1=NC=CC(=C1)C=1OC=C(N1)C(=O)NC=1C(=CC2=C(CC(O2)(C)C)C1)C=1C(=NOC1C)C